(1-hydroxy-prop-2-yl)-6-(4-methylphenyl)-2-(1-methyl-1H-pyrazol-4-yl)-3-oxo-2,3-dihydropyridazine-4-carboxamide OCC(C)C1=C(C(N(N=C1C1=CC=C(C=C1)C)C=1C=NN(C1)C)=O)C(=O)N